C(CC)(=O)OCCC(C)C1COCC1 3-(3-tetrahydrofuryl)-butyl propionate